4-methoxybenzylidene-malonic acid diethyl ester C(C)OC(C(C(=O)OCC)=CC1=CC=C(C=C1)OC)=O